C1(CCCCC1)C[C@@H](C(=O)NC(CC1C(NC2(C1)CCCC2)=O)C(C(=O)NC2CC2)O)NC(OC2C(CCC2)CC2=CC(=CC=C2)Cl)=O 2-(3-Chlorobenzyl)cyclopentyl ((2S)-3-cyclohexyl-1-((4-(cyclopropylamino)-3-hydroxy-4-oxo-1-(2-oxo-1-azaspiro[4.4]nonan-3-yl)butan-2-yl)amino)-1-oxopropan-2-yl)carbamate